NC=1C=C(C=C2C=C(N=CC12)NC(=O)[C@H]1[C@H](C1)F)N1[C@@H](CCC1=O)CC |&1:19| (±)-cis-N-[8-amino-6-(2-ethyl-5-oxo-pyrrolidin-1-yl)-3-isoquinolyl]-2-fluoro-cyclopropanecarboxamide